Methyl (5S)-5-[4-chloro-3-(4-ethoxybenzyl)phenyl]-1-thio-β-L-xylopyranoside ClC1=C(C=C(C=C1)[C@H]1[C@@H]([C@H]([C@@H]([C@@H](SC)O1)O)O)O)CC1=CC=C(C=C1)OCC